Tert-butyl N-[(2R)-4-[5-chloro-3-(morpholin-4-yl)pyridin-2-yl]but-3-yn-2-yl]carbamate ClC=1C=C(C(=NC1)C#C[C@@H](C)NC(OC(C)(C)C)=O)N1CCOCC1